ClC=1C=C(C=CC1)C1=CC=C(C=C1)C=CC1=C(N=NN1)C(=O)O 5-(2-(3'-chloro-[1,1'-biphenyl]-4-yl)vinyl)-1H-1,2,3-triazole-4-carboxylic acid